tert-butyl (S)-3-((R)-1-hydroxyethyl)pyrrolidine-1-carboxylate O[C@H](C)[C@@H]1CN(CC1)C(=O)OC(C)(C)C